C(C=CC=CC=CC=CCCCCCCCCCCC)(=O)O 12E-eicosatetraenoic acid